COC=1C=C(CNCC2=CC=C(C=C2)N2CCCC2)C=CC1 N-(3-methoxybenzyl)-1-(4-(pyrrolidin-1-yl)phenyl)methanamine